3-[(prop-2-yn-1-yloxy)methyl]Piperazine-1-carboxylic acid tert-butyl ester C(C)(C)(C)OC(=O)N1CC(NCC1)COCC#C